2-[3-(2-pyridyl)propoxy]pyridine-3-carboxamide N1=C(C=CC=C1)CCCOC1=NC=CC=C1C(=O)N